O=C1NC(CCC1N1C(C2=CC=C(C=C2C1)N1CCN(CC1)CCCCOC1=CC=C(C=C1)[C@H]1CN(CC1)C=1C=CC(=C2C(=CNC12)C#N)C)=O)=O |o1:33| 7-{(3S*)-3-[4-(4-{4-[2-(2,6-Dioxopiperidin-3-yl)-1-oxo-2,3-dihydro-1H-isoindol-5-yl]piperazin-1-yl}butoxy)phenyl]pyrrolidin-1-yl}-4-methyl-1H-indole-3-carbonitrile